ClC1=CC=C(C=C1)C1CC(C=C(C1)O)=O 4'-chloro-5-hydroxy-1,6-dihydro-[1,1'-biphenyl]-3(2H)-one